O=C1NC2(CC2)CN(C1)C(=O)OC(C)(C)C tert-butyl 5-oxo-4,7-diazaspiro[2.5]octane-7-carboxylate